Cl.CNC(=O)C=1C=CC=2N3[C@@H](COCC2N1)CNCC3 |r| (±)-N-Methyl-1,2,3,4,4a,5-hexahydro-7H-pyrazino[2,1-c]pyrido[3,2-e][1,4]oxazepine-9-carboxamide hydrochloride